3-(2-butyrylaminobenzo[d]thiazol-5-yl)-N-(2-methoxyethyl)benzamide C(CCC)(=O)NC=1SC2=C(N1)C=C(C=C2)C=2C=C(C(=O)NCCOC)C=CC2